(S)-4-(3-(3-fluorophenyl)isoxazolidin-2-yl)-N-(4-(4-methylpiperazin-1-yl)phenyl)-7H-pyrrolo[2,3-d]pyrimidin-2-amine FC=1C=C(C=CC1)[C@H]1N(OCC1)C=1C2=C(N=C(N1)NC1=CC=C(C=C1)N1CCN(CC1)C)NC=C2